methyl 3-methyl-2-[3-[4-(3-prop-2-ynoxycyclobutoxy)-1-piperidyl]isoxazole-5-yl]butanoate CC(C(C(=O)OC)C1=CC(=NO1)N1CCC(CC1)OC1CC(C1)OCC#C)C